ClC=1C=C2C(=C(N(C2=CC1)CC1CCOCC1)C(F)F)C(=O)O 5-chloro-2-(difluoromethyl)-1-((tetrahydro-2H-pyran-4-yl)methyl)-1H-indole-3-carboxylic acid